C(C=C)(=O)N1[C@H](CN(CC1)C1=NC(=NC=2C[C@@H](CCC12)N1CCCC2=CC=C(C=C12)F)O[C@H]1CN(C[C@@H]1OC)C)CC#N 2-((S)-1-Acryloyl-4-((R)-7-(7-fluoro-3,4-dihydroquinolin-1(2H)-yl)-2-(((3S,4S)-4-methoxy-1-methylpyrrolidin-3-yl)oxy)-5,6,7,8-tetrahydroquinazolin-4-yl)piperazin-2-yl)acetonitrile